C(C)(C)(C)OC(=O)N1[C@@H]2C[C@@H]2C[C@H]1C(NC1=NC=CC=C1)=O (1r,3s,5r)-3-(pyridin-2-ylcarbamoyl)-2-azabicyclo[3.1.0]hexane-2-carboxylic acid tert-butyl ester